NCCNC(=O)C=1C=C(C=C(C1)C(NCCN)=O)C1=NN=C(N=N1)CP(OCC)(OCC)=O diethyl ((6-(3,5-bis((2-aminoethyl)carbamoyl)phenyl)-1,2,4,5-tetrazin-3-yl)methyl)phosphonate